C(C)(=O)O[C@@]1(CC[C@H]2[C@@H]3CCC4=CC(CCC4=C3[C@H](C[C@]12C)C1=CC=C(C=C1)N(CC1CCNCC1)C)=O)C(C)=O (8S,11R,13S,14S,17R)-17-acetyl-13-methyl-11-(4-(methyl(piperidin-4-ylmethyl)amino)phenyl)-3-oxo-2,3,6,7,8,11,12,13,14,15,16,17-dodecahydro-1H-cyclopenta[a]phenanthren-17-yl acetate